FC1([C@@H](CN(C1)C)NC1=NN2C(C(=N1)OC)=C(C(=C2)F)C2=CC=1N(C=C2)N=CC1C(=O)NC)F (R)-5-(2-((4,4-difluoro-1-methylpyrrolidin-3-yl)amino)-6-fluoro-4-methoxypyrrolo[2,1-f][1,2,4]triazin-5-yl)-N-methylpyrazolo[1,5-a]pyridine-3-carboxamide